C(C)(C)N1N=CC=2C1=NC(=NC2N2C[C@@H]1[C@H](C2)COC1)C#CC=1NC=C(N1)C1=CC=CC=C1 (3aR,6aS)-5-(1-isoPropyl-6-((4-phenyl-1H-imidazol-2-yl)ethynyl)-1H-pyrazolo[3,4-d]pyrimidin-4-yl)hexahydro-1H-furo[3,4-c]pyrrole